NC1=NC=CC=C1C1=NC=2C(=NC(=CC2)N2N=CC=C2)N1C=1C=C2CC[C@@H](C2=CC1)NC(C1=CN=C(C(=C1)F)C(F)F)=O (S)-N-(5-(2-(2-aminopyridin-3-yl)-5-(1H-pyrazol-1-yl)-3H-imidazo[4,5-b]pyridin-3-yl)-2,3-dihydro-1H-inden-1-yl)-6-(difluoromethyl)-5-fluoronicotinamide